FC(C(=O)O)(F)F.NC1=NC(=C(C=C1C=1C=C2CCNC(C2=CC1)=O)C=1C=C2CCNCC2=CC1)F 6-(2-amino-6-fluoro-5-(1,2,3,4-tetrahydroisoquinolin-6-yl)pyridin-3-yl)-3,4-dihydroisoquinolin-1(2H)-one 2,2,2-trifluoroacetate